N-[4-fluoro-5-[2-(4-propan-2-ylpiperazin-1-yl)pyrimidin-5-yl]-2-[(3R)-3,4-dimethylpiperazin-1-yl]phenyl]-1-methyl-6-oxo-4-(trifluoromethyl)pyridine-3-carboxamide FC1=CC(=C(C=C1C=1C=NC(=NC1)N1CCN(CC1)C(C)C)NC(=O)C1=CN(C(C=C1C(F)(F)F)=O)C)N1C[C@H](N(CC1)C)C